C1(C=CC(N1C#CC(=O)O)=O)=O 3-(Maleimido)propiolic acid